C(CCCCCCC\C=C/CCCCCCCC)(=O)N(CCOP(OC[C@@H](CO)O)(=O)O)C(CCCCCCC\C=C/CCCCCCCC)=O (R)-dioleoyl-sn-glycero-3-phosphorylethanolamine